(4R)-4-AMINO-4-(3-FORMYL-2-HYDROXY-5-METHYLPHENYL)BUTANOIC ACID N[C@H](CCC(=O)O)C1=C(C(=CC(=C1)C)C=O)O